C1(CC1)COC(C1=C(C=CC=C1)F)=O (cyclopropylmethyl)-2-fluorobenzoate